C(C=C)(=O)[O-].C(C=C)(=O)[O-].C(C=C)(=O)[O-].C(C(C)C)[Sn+3] isobutyltin triacrylate